N-(3-cyano-4-fluorophenyl)-3-hydroxy-2,3,4,5,8,9-hexahydropyrido[4',3':3,4]pyrazolo[5,1-b][1,3]thiazepine-10(11H)-carboxamide 1,1-dioxide C(#N)C=1C=C(C=CC1F)NC(=O)N1CC=2C(=NN3C2S(CC(CC3)O)(=O)=O)CC1